N-[4-methoxy-7-(morpholin-4-yl)-[1,3]thiazolo[4,5-c]pyridin-2-yl]-1-(2-methoxyethyl)-1H-pyrazole-4-carboxamide COC1=NC=C(C2=C1N=C(S2)NC(=O)C=2C=NN(C2)CCOC)N2CCOCC2